(1R,5S) and (1S,5R)-3-(8-cyanoquinolin-5-yl)-5-(trifluoromethyl)-3-azabicyclo[3.1.0]hexane-1-carboxylic acid C(#N)C=1C=CC(=C2C=CC=NC12)N1C[C@]2(C[C@]2(C1)C(F)(F)F)C(=O)O |r|